S1N=NC=C1.[Zn] zinc thiazazole